N-[3-(1,1-difluoroethyl)phenyl]-3-methyl-5-oxo-1-[1-(p-tolylsulfonyl)indol-6-yl]-4H-pyrazole-4-carboxamide FC(C)(F)C=1C=C(C=CC1)NC(=O)C1C(=NN(C1=O)C1=CC=C2C=CN(C2=C1)S(=O)(=O)C1=CC=C(C=C1)C)C